3-(trifluoromethoxy)azetidine-1-carbohydrazide FC(OC1CN(C1)C(=O)NN)(F)F